N2,N2-dimethyl-1,3-benzoxazole-2,5-diamine CN(C=1OC2=C(N1)C=C(C=C2)N)C